ClC1=CN=CC(=N1)OC1CCN(CCC1F)C(=O)OC(C)(C)C tert-butyl 4-((6-chloropyrazin-2-yl)oxy)-5-fluoroazepane-1-carboxylate